N1=C(N=CC2=C1C(=NC=C2)N)N pyrido[3,4-d]pyrimidine-2,8-diamine